2-((2-((6-methoxy-2-methyl-1,2,3,4-tetrahydroisoquinolin-7-yl)amino)-5-(3-methyl-1H-pyrazol-4-yl)-7H-pyrrolo[2,3-d]pyrimidin-4-yl)amino)-N,N-dimethylbenzenesulfonamide COC=1C=C2CCN(CC2=CC1NC=1N=C(C2=C(N1)NC=C2C=2C(=NNC2)C)NC2=C(C=CC=C2)S(=O)(=O)N(C)C)C